C[C@H]([C@H](C)O)O (2r,3s)-2,3-butanediol